(3R)-3-amino-8-fluoro-5-[(6-isopropoxy-2-pyridyl)methyl]-7-[5-(4-oxa-7-azaspiro[2.5]octan-7-yl)-1,2,4-oxadiazol-3-yl]-1,1-dioxo-2,3-dihydro-1λ6,5-benzothiazepin-4-one N[C@H]1CS(C2=C(N(C1=O)CC1=NC(=CC=C1)OC(C)C)C=C(C(=C2)F)C2=NOC(=N2)N2CCOC1(CC1)C2)(=O)=O